C(C)(C)(C)OC(=O)N1CCN(CC1)CC1=CC=C(C=C1)CN1C(=CC2=C1N=C(N=C2N)OCCCC)C(N)=O 4-(4-((4-Amino-2-butoxy-6-carbamoyl-7H-pyrrolo[2,3-d]pyrimidin-7-yl)methyl)benzyl)piperazine-1-carboxylic acid tert-butyl ester